O=C1NC2(CCC2)CO1 (2s,4S)-6-oxo-7-oxa-5-azaspiro[3.4]octane